C(C)(C)(C)OC(=O)NC(=NC(=O)OC(C)(C)C)N1N=CC=C1 N,N'-bis-t-butoxycarbonyl-1H-pyrazole-1-carboxamidine